2-(4-fluorophenyl)propan-1-amine FC1=CC=C(C=C1)C(CN)C